(±)-Ethyl-3-(6-((3-fluorophenyl)thio)-9H-purin-9-yl)-4-Hydroxytetrahydrothiophene-3-carboxylate C(C)OC(=O)C1(CSCC1O)N1C2=NC=NC(=C2N=C1)SC1=CC(=CC=C1)F